FC1=C(OC2=C(C=C(C=C2)S(=O)(=O)C)C=2C3=C(C(N(C2)C)=O)NC(=C3)CN3CCOCC3)C=CC(=C1)F 4-[2-(2,4-difluorophenoxy)-5-(methylsulfonyl)phenyl]-6-methyl-2-(morpholin-4-ylmethyl)-1,6-dihydro-7H-pyrrolo[2,3-c]pyridin-7-one